1-(1-methoxy-1-methylethyl)-cyclopentyl methacrylate C(C(=C)C)(=O)OC1(CCCC1)C(C)(C)OC